O1CCOC2=C1C=CC=C2C2=CC(=C(C=C2)NC2=CC=C(C=C2)CNCC2NCCOC2)OC [4-(2,3-Dihydro-benzo[1,4]dioxin-5-yl)-2-methoxy-phenyl]-(4-{[(morpholin-3-ylmethyl)-amino]-methyl}-phenyl)-amine